C[C@@H]1CCNCCOC=2C=NC=C(C3=NNC=4C=CC(O1)=CC34)C2 (13R)-13-methyl-7,14-dioxa-4,10,19,20-tetraazatetracyclo[13.5.2.12,6.018,21]tricosa-1(20),2,4,6(23),15(22),16,18(21)-heptaene